1-{3-[(6-bromo-5-fluoroquinazolin-2-yl)amino]azetidin-1-yl}ethan-1-one α-amino-α-methylbutyrate NC(C(=O)O)(CC)C.BrC=1C(=C2C=NC(=NC2=CC1)NC1CN(C1)C(C)=O)F